C(C)(C)(C)OC(CN1C=C(C2=CC(=CC=C12)C=1C=NC(=NC1)OC)C(C)=O)=O 2-(3-acetyl-5-(2-methoxypyrimidin-5-yl)-1H-indol-1-yl)acetic acid tert-butyl ester